2-diethylamino-1,3-dimethylimidazolium C(C)N(C=1N(C=C[N+]1C)C)CC